NC1=C(C(=O)NC(C)C)C=C(C=N1)C1=C(C(=C(C=C1)NC(C(O)C1=CC(=CC(=C1)F)F)=O)F)Cl 2-amino-5-(2-chloro-4-(2-(3,5-difluorophenyl)-2-hydroxyacetamido)-3-fluorophenyl)-N-isopropylnicotinamide